C[Si](CCCNC1=NC(=NC(=N1)S)S)(OCC)OCC 6-(3-(monomethyldiethoxysilyl)propylamino)-1,3,5-triazine-2,4-dithiol